9,9-bis(4-(2-hydroxyethoxy)-3-phenylphenyl)-2,7-diphenylfluorene OCCOC1=C(C=C(C=C1)C1(C2=CC(=CC=C2C=2C=CC(=CC12)C1=CC=CC=C1)C1=CC=CC=C1)C1=CC(=C(C=C1)OCCO)C1=CC=CC=C1)C1=CC=CC=C1